N-(6-(5-((2-methylpyridin-4-yl)amino)-1H-benzo[d]imidazol-2-yl)pyridin-3-yl)-6-morpholinoquinolin-4-amine CC1=NC=CC(=C1)NC1=CC2=C(NC(=N2)C2=CC=C(C=N2)NC2=CC=NC3=CC=C(C=C23)N2CCOCC2)C=C1